C(C)(=O)NC1CN(CCC1)C(=O)NCCCNC1=NC=CC=C1 3-Acetamido-N-(3-(pyridin-2-ylamino)propyl)piperidine-1-carboxamide